ClC1=C(C(=O)O)C(=CN=C1C1CCC(CC1)(F)F)F 3-chloro-2-(4,4-difluorocyclohexyl)-5-fluoroisonicotinic acid